C(C=1C(C(=O)OCCCCCC)=CC(C(=O)OCCCC)=CC1)(=O)OCCCC di(n-butyl) (n-hexyl) trimellitate